2-amino-3-methyl-N-((1S)-1-(2-pyrimidinyl)ethyl)-N-((5-(tetrahydro-2H-pyran-4-yl)-2-pyridinyl)methyl)-6-quinolinecarboxamide NC1=NC2=CC=C(C=C2C=C1C)C(=O)N(CC1=NC=C(C=C1)C1CCOCC1)[C@@H](C)C1=NC=CC=N1